5-(4-(Cyclopentylmethyl)phenyl)-3-((2S,3S)-3-(fluoromethyl)-2-methyl-azetidine-1-carbonyl)-2-(3-methylpyrazin-2-yl)pyrazolo[1,5-a]pyrimidin-7(4H)-one C1(CCCC1)CC1=CC=C(C=C1)C=1NC=2N(C(C1)=O)N=C(C2C(=O)N2[C@H]([C@H](C2)CF)C)C2=NC=CN=C2C